BrC1=CC(=C(C=C1F)CC(C#N)N=C(C1=CC=CC=C1)C1=CC=CC=C1)F 3-(4-bromo-2,5-difluorophenyl)-2-[(diphenylmethylidene)amino]propanenitrile